methyl (tert-butoxycarbonyl)-L-valyl-L-serinate C(C)(C)(C)OC(=O)N[C@@H](C(C)C)C(=O)N[C@@H](CO)C(=O)OC